1,2,5-thiadiazolopyridine N=1SN=C2C1C=CC=N2